2-[1-[2-(difluoromethoxy)-6-methoxy-4-[7-[3-(1-piperidyl)propoxy]imidazo[1,2-a]pyridin-3-yl]benzoyl]-3-hydroxy-azetidin-3-yl]acetonitrile FC(OC1=C(C(=O)N2CC(C2)(O)CC#N)C(=CC(=C1)C1=CN=C2N1C=CC(=C2)OCCCN2CCCCC2)OC)F